methyl (tert-butoxycarbonyl)-L-lysyl-D-alaninate C(C)(C)(C)OC(=O)N[C@@H](CCCCN)C(=O)N[C@H](C)C(=O)OC